6-{1-[5-acetyl-1-(oxan-4-yl)-4H,6H,7H-pyrazolo[4,3-c]pyridin-3-yl]-7-(difluoromethyl)-3,4-dihydro-2H-quinolin-6-yl}pyrazolo[1,5-a]pyrimidine-3-carboxylic acid C(C)(=O)N1CC2=C(CC1)N(N=C2N2CCCC1=CC(=C(C=C21)C(F)F)C=2C=NC=1N(C2)N=CC1C(=O)O)C1CCOCC1